3-((S)-N-(1-Methylpyrrolidin-3-yl)sulfamoyl)-1-(1,2,3,5,6,7-hexahydro-s-indacen-4-yl)urea, potassium salt [K].CN1C[C@H](CC1)NS(=O)(=O)NC(NC1=C2CCCC2=CC=2CCCC12)=O